ClC=1C(=CC(=C(C1)S(=O)(=O)NC1=NC=NS1)F)NCCCCN1C[C@@H]2NCCC[C@@H]2C1 5-chloro-2-fluoro-4-({4-[(4aR,7aR)-octahydro-6H-pyrrolo[3,4-b]pyridin-6-yl]-butyl}amino)-N-1,2,4-thiadiazol-5-ylbenzene-sulfonamide